7-((2S,5R)-4-(1-(6-cyclopropylpyridin-3-yl)ethyl)-2,5-diethylpiperazin-1-yl)-4-methyl-2-(oxetan-3-yl)-2,4-dihydro-5H-pyrazolo[4,3-b]pyridin-5-one C1(CC1)C1=CC=C(C=N1)C(C)N1C[C@@H](N(C[C@H]1CC)C=1C=2C(N(C(C1)=O)C)=CN(N2)C2COC2)CC